C(C)N(CCCOC=1C(=CC=2C(=C3C(=NC2C1)CCC3)NC)OC)CCOC 6-{3-[ethyl(2-methoxyethyl)amino]propoxy}-7-methoxy-N-methyl-1H,2H,3H-cyclopenta[b]quinolin-9-amine